BrC=1C(=NN2C1C(=CC=C2)OC)C2=CNC1=CC=CC=C21 bromo-2-(1H-indol-3-yl)-4-methoxy-pyrazolo[1,5-a]pyridine